C1(=CC=CC=C1)C(C)NC1=NC=NC2=CC=C(C=C12)C=1C=C(C=NC1)C(C)(C)O 2-(5-(4-((1-phenyl-ethyl)amino)quinazolin-6-yl)pyridin-3-yl)propan-2-ol